ClC=1C(=CC(=C(C1)C1=NNC=C1C=1N=C2C=C(C=NC2=CC1)NCCN1CC(NCC1)CC(=O)OC)F)F methyl 2-[4-[2-[[6-[3-(5-chloro-2,4-difluoro-phenyl)-1H-pyrazol-4-yl]-1,5-naphthyridin-3-yl]amino]ethyl]piperazin-2-yl]acetate